5-methylisoxazole-3-carbaldehyde CC1=CC(=NO1)C=O